C1(CC=CC=C1)OP dihydrophenyl-oxyphosphine